C(CCCCCCCCC)(=O)OC[C@@H]([C@@H](C(=O)OCC=1C(=C(C=CC1)[C@H](C)C=1N=CN(C1)C(=O)OC(C)(C)C)C)CC)CC1=CN=CN1C tert-butyl 4-((S)-1-(3-((((2S,3r)-4-(decanoyloxy)-2-ethyl-3-((1-methyl-1H-imidazol-5-yl) methyl) butanoyl) oxy) methyl)-2-methylphenyl) ethyl)-1H-imidazole-1-carboxylate